ClC(Cl)(Cl)Cl tetrachloro-methane